(((1s,4s)-4-(1H-imidazol-1-yl)cyclohexyl)oxy)-N-(cyclopropylsulfonyl)-7-morpholino-1,6-naphthyridine-3-carboxamide N1(C=NC=C1)C1CCC(CC1)OC1=NC2=CC(=NC=C2C=C1C(=O)NS(=O)(=O)C1CC1)N1CCOCC1